C(C1=CC=CC=C1)OCCOC1=C(C(=O)[O-])C=C(C=C1O)O 2-(2-(benzyloxy) ethoxy)-3,5-dihydroxybenzoate